2-[dideuterio(methoxy)methyl]-6-(difluoromethyl)imidazo[2,1-b][1,3,4]Thiadiazole [2H]C(C1=NN2C(S1)=NC(=C2)C(F)F)(OC)[2H]